5-chloro-N2-(2-fluoro-5-methyl-4-(1-(tetrahydro-2H-pyran-4-yl)piperidin-4-yl)phenyl)-N-(5-methyl-1H-pyrazol-3-yl)pyrimidine-2,4-diamine ClC=1C(=NC(=NC1)N(C1=NNC(=C1)C)C1=C(C=C(C(=C1)C)C1CCN(CC1)C1CCOCC1)F)N